5',6'-bis(4-(9H-carbazol-9-yl)phenyl)-4'-(benzo[d]thiazol-2-yl)-4''-(9H-carbazol-9-yl)-4-(3-methyl-9H-carbazol-9-yl)-[1,1':2',1''-terphenyl]-3'-carbonitrile C1=CC=CC=2C3=CC=CC=C3N(C12)C1=CC=C(C=C1)C=1C(=C(C(=C(C1C1=CC=C(C=C1)N1C2=CC=CC=C2C=2C=CC=CC12)C1=CC=C(C=C1)N1C2=CC=CC=C2C=2C=C(C=CC12)C)C1=CC=C(C=C1)N1C2=CC=CC=C2C=2C=CC=CC12)C#N)C=1SC2=C(N1)C=CC=C2